3,7-difluorochromanone FC1C(OC2=CC(=CC=C2C1)F)=O